CCC(CCCC)P(O)O 3-heptyl-phosphonous acid